C(C1=CC=CC=C1)OC(=O)NCCCC[C@H](N)C(=O)O N(ε)-benzyloxycarbonyl-L-lysine